ClC1=C(C(=O)N2CC(C2)O\N=C\[C@]2([C@@H](N3C(C[C@H]3S2(=O)=O)=O)C(=O)O)C)C=CC(=C1O)O (2S,3R,5R)-3-((E)-(((1-(2-chloro-3,4-dihydroxybenzoyl)azetidin-3-yl)oxy)imino)methyl)-3-methyl-7-oxo-4-thia-1-azabicyclo[3.2.0]heptane-2-carboxylic acid 4,4-dioxide